N(=[N+]=[N-])CCOCCOCCOCCOCCC(NCC(C(CS(=O)(=O)C)O)(C)C)=O 1-azido-18,18-dimethyl-20-methanesulfonyl-15-oxo-3,6,9,12-tetraoxa-16-aza-19-eicosanol